C(#N)C1(CC1)NS(=O)(=O)C1=CC=C2C3=C(N(C2=C1)C=1SC(=NN1)C(F)F)N=CN=C3N3CCN(CC3)C3=NC=CC=N3 N-(1-Cyanocyclopropyl)-9-(5-(difluoromethyl)-1,3,4-thiadiazol-2-yl)-4-(4-(pyrimidin-2-yl)piperazin-1-yl)-9H-pyrimido[4,5-b]indole-7-sulfonamide